benzyl (R)-3-((4-methoxybenzyl) (methyl) amino)-3-methylpiperidine-1-carboxylate COC1=CC=C(CN([C@]2(CN(CCC2)C(=O)OCC2=CC=CC=C2)C)C)C=C1